N(=[N+]=[N-])CC(=O)NCCOCCOCCC(=O)OC(C)(C)C tert-butyl 3-(2-(2-(2-azidoacetamido)ethoxy)ethoxy)propanoate